cis-8-dimethylamino-3-isoquinolin-4-yl-8-phenyl-1,3-diazaspiro[4.5]decan-2-one CN(C1(CCC2(CN(C(N2)=O)C2=CN=CC3=CC=CC=C23)CC1)C1=CC=CC=C1)C